((2R,3S,5R)-5-(6-amino-2-fluoro-9H-purin-9-yl)-2-ethynyl-3-hydroxy-tetrahydrofuran-2-yl)-methyl 2-(1-adamantyl)-ethyl carbonate C(OC[C@]1(O[C@H](C[C@@H]1O)N1C2=NC(=NC(=C2N=C1)N)F)C#C)(OCCC12CC3CC(CC(C1)C3)C2)=O